4-((6-((4-(trifluoromethyl)-1H-pyrazol-1-yl)methyl)pyridin-2-yl)oxy)piperidine FC(C=1C=NN(C1)CC1=CC=CC(=N1)OC1CCNCC1)(F)F